BrC=1C=C(C=CC1)C1(CC(C1)CC)C=1N(C(=NN1)S)C 5-(1-(3-bromophenyl)-3-ethylcyclobutyl)-4-methyl-4H-1,2,4-triazole-3-thiol